(3-ethoxybicyclo[1.1.1]pent-1-yl)(5-phenyl-4,5-dihydro-1H-pyrazol-1-yl)methanone C(C)OC12CC(C1)(C2)C(=O)N2N=CCC2C2=CC=CC=C2